(+)-2-[(R)-{[3-methyl-4-(2,2,2-trifluoroethoxy)pyridin-2-yl]methyl}sulfinyl]-1H-benzimidazole CC=1C(=NC=CC1OCC(F)(F)F)C[S@@](=O)C1=NC2=C(N1)C=CC=C2